4-amino-N'-(2-hydroxybenzylidene)benzoyl-hydrazine NC1=CC=C(C(=O)NN=CC2=C(C=CC=C2)O)C=C1